N1(CCC1)C1=NC2=C(C=C(C=C2N=C1)C)Br 2-(azetidin-1-yl)-8-bromo-6-methylquinoxaline